8-(4,4-difluorocyclohexyl)-9-(4-((1-(3-fluoropropyl)azetidin-3-yl)methyl)phenyl)-6,7-dihydro-5H-benzo[7]annulene-3-carboxylic acid FC1(CCC(CC1)C=1CCCC2=C(C1C1=CC=C(C=C1)CC1CN(C1)CCCF)C=CC(=C2)C(=O)O)F